5-((1R,4R)-2,5-diazabicyclo[2.2.1]heptan-2-yl)-N-((R)-1-(3-(1-ethyl-1H-pyrazol-3-yl)-5-(1-(2-methoxyethyl)-1H-pyrazol-4-yl)phenyl)ethyl)-2-methylbenzamide [C@H]12N(C[C@H](NC1)C2)C=2C=CC(=C(C(=O)N[C@H](C)C1=CC(=CC(=C1)C=1C=NN(C1)CCOC)C1=NN(C=C1)CC)C2)C